5-(1-(pyridin-2-yl)ethyl)-1-tosyl-1H-pyrrole-3-sulfonic acid N1=C(C=CC=C1)C(C)C1=CC(=CN1S(=O)(=O)C1=CC=C(C)C=C1)S(=O)(=O)O